Ethyl-4-(((3S,4S,6S)-1-acryloyl-4-fluoro-6-methylpiperidin-3-yl)amino)-7H-pyrrolo[2,3-d]pyrimidine-5-carboxylic acid C(C)C=1N=C(C2=C(N1)NC=C2C(=O)O)N[C@H]2CN([C@H](C[C@@H]2F)C)C(C=C)=O